1-(tert-butyl)-N-((3-(8-(((3S,4R)-3-fluoro-1-methylpiperidin-4-yl)amino)-3-(2,2,2-trifluoroethyl)imidazo[1,2-a]pyridin-2-yl)-1,2,4-oxadiazol-5-yl)methyl)-1H-pyrazole-4-carboxamide C(C)(C)(C)N1N=CC(=C1)C(=O)NCC1=NC(=NO1)C=1N=C2N(C=CC=C2N[C@H]2[C@H](CN(CC2)C)F)C1CC(F)(F)F